O[C@@H]1[C@H](O[C@H]([C@@H](C1=O)O)OC1=CC=C(C=C1)[N+](=O)[O-])CO (2R,3R,5S,6S)-3,5-dihydroxy-2-(hydroxymethyl)-6-(4-nitrophenoxy)tetrahydro-4H-pyran-4-one